2,6-difluoro-3,4,5-collidine FC1=NC(=C(C(=C1C)C)C)F